3-(acryl)-2-hydroxypropyl methacrylate C(C(=C)C)(=O)OCC(CC(=O)C=C)O